S1C(=CC=C1)CCNC1=CC2=C(C(C=3C(=CC4=C(OCO4)C3)OC2)=O)C=C1F 8-((2-(thiophen-2-yl)ethyl)amino)-9-fluoro[2]benzoxepino[3,4-f]-1,3-benzodioxol-11(6H)-one